[PH2]([O-])=O.C(CC)[Al+]CCCCCC propyl-hexyl-aluminum phosphinate